1-methylpyrrolidin-3-amine, di-hydrochloride Cl.Cl.CN1CC(CC1)N